O[C@H]1CN(CCC1)C=O ((R)-3-hydroxypiperidin-1-yl)methanone